C(=O)(O)CCN1NC=C(C=C1)C=1SC=NN1 1-(2-Carboxyethyl)-4-(1,3,4-thiadiazol-2-yl)pyridazin